7-(1-cyclopropyl-2-carbonyl-1,2-dihydropyridin-4-yl)-2-methylpyrido[4,3-d]pyrimidin-4(3H)-one C1(CC1)N1C(C=C(C=C1)C1=CC=2N=C(NC(C2C=N1)=O)C)=C=O